ClC=1C=C(C=CC1Cl)N1C(N(CC1)C1=NC(=CC(=N1)N[C@H]1CNCCC1)C)=O |r| (±)-1-(3,4-dichlorophenyl)-3-[6-methyl-4-(3-piperidylamino)-2-pyrimidinyl]-2-imidazolidinone